CO[C@H]1[C@@H](O[C@@H]([C@H]1O)CO)N1C=NC=2C(NC)=NC=NC12 O-methyl-N6-methyl-adenosine